C12(CNCC(C1)C2)CNC(C)=O N-(3-azabicyclo[3.1.1]heptan-1-ylmethyl)acetamide